F[C@H]1[C@@H]2CCC[C@H](C[C@H]1N(C1=CC=C(N=N1)C1=C(C=C3C=CN=CC3=C1)O)C)N2 |r| (±)-7-(6-(((1S,2S,3R,5R)-2-fluoro-9-azabicyclo[3.3.1]nonan-3-yl)(methyl)amino)pyridazin-3-yl)isoquinolin-6-ol